NC1(CN(CC1)C1=C(C(=C(C=C1)F)C=C)CN1C2=NC=NC(=C2N=C1)N)C(=O)NC1CC1 3-Amino-1-(2-((6-amino-9H-purin-9-yl)methyl)-4-fluoro-3-vinylphenyl)-N-cyclopropylpyrrolidin-3-carboxamid